C(CS(=O)(=O)[O-])S(=O)(=O)[O-] ethanedisulfonate